(4S)-4-hydroxy-L-proline methyl ester COC([C@H]1NC[C@H](C1)O)=O